({5-[3-(Cyclopropanecarbonylamino)phenyl]-3-hydroxy-pyridine-2-carbonyl}-amino)-acetic acid C1(CC1)C(=O)NC=1C=C(C=CC1)C=1C=C(C(=NC1)C(=O)NCC(=O)O)O